FC1=CC(=CC=2CCCOC21)B(O)O (8-fluoro-3,4-dihydro-2H-1-benzopyran-6-yl)boronic acid